[1-[3-(2-chlorophenyl) phenyl]-2-(5-methyl-1,3,4-oxadiazol-2-yl) ethyl] carbamate C(N)(OC(CC=1OC(=NN1)C)C1=CC(=CC=C1)C1=C(C=CC=C1)Cl)=O